CC(C(=O)NC=1C=CC2=C(C(=CO2)C=2CC3CCCCN3CC2)C1)CC 5-(2-methylbutanoyl)amino-3-(1,4,5,6,7,8,9-heptahydroquinolizin-2-yl)-benzofuran